ClC=1C=NC=C(C1N1CCN(CC1)CC=1C=C(C=CC1)O)Cl 3-((4-(3,5-dichloropyridin-4-yl)piperazin-1-yl)methyl)phenol